2'-deoxy-2'-β-fluoro-4'-azidocytidine C1=CN(C(=O)N=C1N)[C@H]2[C@H]([C@@H]([C@](O2)(CO)N=[N+]=N)O)F